FC1=C(C=C(C=C1)C(C)C)B(O)O (2-fluoro-5-isopropylphenyl)boronic acid